C(C)(=O)OCC#CCOC(C)=O 2-Butyne-1,4-diol diacetate